((3S,4S)-8-(5-(3-chloro-2-hydroxypyridin-4-yl)-4-cyano-6-methylpyrimidin-2-yl)-3-methyl-2-oxa-8-azaspiro[4.5]dec-4-yl)carbamic acid tert-butyl ester C(C)(C)(C)OC(N[C@@H]1[C@@H](OCC12CCN(CC2)C2=NC(=C(C(=N2)C#N)C2=C(C(=NC=C2)O)Cl)C)C)=O